IC1=CC=C(C=C1)N(C(C=C)=O)C1=NC=C(C=C1)C1=CC=C(C=C1)C N-(4-iodophenyl)-N-[5-(4-methylphenyl)pyridin-2-yl]prop-2-enamide